tert-butyl (3R,4S,5S)-4-[(2S)-2-amino-N,3-dimethylbutanamido]-3-methoxy-5-methylheptanoate N[C@H](C(=O)N(C)[C@H]([C@@H](CC(=O)OC(C)(C)C)OC)[C@H](CC)C)C(C)C